[O].[Cu]=O copper-oxide oxygen